(R or S)-5-(6-(2-hydroxy-6-methyl-4-(trifluoromethyl)phenyl)-4-methyl-2H-pyrazolo[3,4-b]pyridin-2-yl)piperidin-2-one OC1=C(C(=CC(=C1)C(F)(F)F)C)C=1C=C(C=2C(N1)=NN(C2)[C@@H]2CCC(NC2)=O)C |o1:21|